CC=1C=C(SC1)C1=CC=C(C=C1)SC=1C=C(C(=CC1)N)N 4-((4-(4-methylthiophen-2-yl)phenyl)thio)benzene-1,2-diamine